1,2-Dichloro-4,5-Dicyanobenzoquinone C(#N)C1=C(C(=O)C(=C(C1=O)Cl)Cl)C#N